4-(bromomethyl)-5-methyl-2-(tetrahydro-2H-pyran-4-yl)thiazole BrCC=1N=C(SC1C)C1CCOCC1